C(C)(C)(C)OC(=O)N1[C@H]([C@H](CC1)NS(=O)(=O)CC)CC=1C=C(C=CC1)C1=CC(=CC(=C1)F)F (2S,3S)-2-((3',5'-Difluorobiphenyl-3-yl)methyl)-3-((ethylsulfonyl)amino)pyrrolidine-1-carboxylic acid tert-butyl ester